FC=1C=C(NC2=NN(C3=C2C=NC(=C3)C(=O)N3CCC(CC3)O)CC(F)(F)F)C=CC1 [3-(3-fluoroanilino)-1-(2,2,2-trifluoroethyl)pyrazolo[4,3-c]pyridin-6-yl]-(4-hydroxy-1-piperidyl)methanone